CNC(=O)C=1C=C(OC2=CC=C(C=N2)C(=O)O)C=CC1 6-[3-(methylcarbamoyl)phenoxy]pyridine-3-carboxylic acid